C1(CC1)S(=O)(=O)NC1=CC(=NC=C1)C(CCN1CCOCC1)NC(=O)C=1SC(=CN1)C1=NC(=CN=C1)OCC N-(1-(4-(cyclopropanesulphonylamino)pyridin-2-yl)-3-morpholinylpropyl)-5-(6-ethoxypyrazin-2-yl)thiazole-2-carboxamide